1-(6-ethyl-2,6-dimethylcyclohex-1,3-dien-1-yl)ethan-1-one tert-butyl-1-oxa-4,9-diazaspiro[5.5]undecane-9-carboxylate C(C)(C)(C)OC(=O)N1CCC2(CNCCO2)CC1.C(C)C1(CC=CC(=C1C(C)=O)C)C